ClC1=CC=C(C=C1)NC(=O)NC1=CC=C(C=C1)OC 1-(4-chlorophenyl)-3-(4-methoxyphenyl)urea